C1(CCCCC1)N1C(N(CC1)C1CCCCC1)=[Ru](=CC1=CC=CC=C1)(=C1N(CCN1C1CCCCC1)C1CCCCC1)(Cl)Cl bis(1,3-dicyclohexylimidazolin-2-ylidene)phenylmethyleneruthenium dichloride